1-{[(piperidin-4-yl)amino]methyl}cyclopropane-1-carbonitrile trifluoroacetic acid salt FC(C(=O)O)(F)F.N1CCC(CC1)NCC1(CC1)C#N